(S)-5-(2-methyl-3-(trifluoromethyl)octan-2-yl)benzene-1,3-diol CC(C)([C@H](CCCCC)C(F)(F)F)C=1C=C(C=C(C1)O)O